(2-(cyclopropylamino)-4-fluorophenyl)-6-methylpyridazine-4-carboxamide C1(CC1)NC1=C(C=CC(=C1)F)C=1N=NC(=CC1C(=O)N)C